N-prop-2-enyloxy-1H-tetrazole C(C=C)ON1N=NN=C1